2-(chloromethyl)-3-(2,2-difluoroethyl)pyridine ClCC1=NC=CC=C1CC(F)F